4-chloro-N,N,6-trimethylthieno[2,3-d]pyrimidin-2-amine ClC=1C2=C(N=C(N1)N(C)C)SC(=C2)C